1-(6-((1-(4-(Difluoromethyl)phenyl)-4-methyl-1H-1,2,3-triazol-5-yl)methoxy)pyridine-3-yl)piperazin-2-one FC(C1=CC=C(C=C1)N1N=NC(=C1COC1=CC=C(C=N1)N1C(CNCC1)=O)C)F